propylethylamine C(CC)NCC